COC=1C=C(C=CC1OC)N1NC(=CC1=O)C 2-(3,4-dimethoxyphenyl)-5-methyl-1H-pyrazol-3(2H)-one